C(CCCCCCCC)[C@@H]1OC=2C=C(C=C(C2C[C@@H]1O)O)O Cis-2-nonylchromane-3,5,7-triol